[N+](=O)([O-])C=1C=C(C=C2CCCN(C12)C(=O)O)C(=O)O 8-nitro-3,4-dihydroquinoline-1,6(2H)-dicarboxylic acid